C12(CC3CC(CC(C1)C3)C2)NCC2=CC=C(C(=O)N[C@H](CC3=CC(=CC=C3)OC)CCCC)C=C2 4-((((1R,3R)-adamantan-1-yl)amino)methyl)-N-((S)-1-(3-methoxyphenyl)hex-2-yl)benzamide